6-(6-isopropoxy-3-pyridyl)-N-[(2-oxo-1H-pyridin-3-yl)sulfonyl]pyridine-3-carboxamide C(C)(C)OC1=CC=C(C=N1)C1=CC=C(C=N1)C(=O)NS(=O)(=O)C=1C(NC=CC1)=O